NC1=NC(N(C=C1)[C@H]1C[C@@H]([C@H](S1)CO[P@](=O)(OC1=CC=CC=C1)N[C@@H](C)C(=O)OCC(C)C)O)=O ISOBUTYL ((S)-(((2R,3S,5R)-5-(4-AMINO-2-OXOPYRIMIDIN-1(2H)-YL)-3-HYDROXYTETRAHYDROTHIOPHEN-2-YL)METHOXY)(PHENOXY)PHOSPHORYL)-L-ALANINATE